(2S)-4-[5-Chloro-3-(morpholin-4-yl)pyridin-2-yl]but-3-yn-2-ol ClC=1C=C(C(=NC1)C#C[C@H](C)O)N1CCOCC1